O1CC(CCC1)CNC(=O)C=1N=NN(C1)CCCCN1N=NC(=C1)C(NCC1=CC(=CC=C1)C(F)(F)F)=O N-(oxan-3-ylmethyl)-1-{4-[4-({[3-(trifluoromethyl)phenyl]methyl}carbamoyl)-1H-1,2,3-triazol-1-yl]butyl}-1H-1,2,3-triazole-4-carboxamide